N-(1-(7,8-difluoro-1-oxo-1,2-dihydroisoquinolin-4-yl)ethyl)-3-fluoro-N-isobutyl-4-(trifluoromethyl)benzamide FC1=CC=C2C(=CNC(C2=C1F)=O)C(C)N(C(C1=CC(=C(C=C1)C(F)(F)F)F)=O)CC(C)C